CC1=C(C=NN1)C=1C=CC=2N(C1)C=C(N2)NC2=NC=CC(=C2)N2CCN(CC2)S(=O)(=O)C 6-(5-methyl-1H-pyrazol-4-yl)-N-(4-(4-(methylsulfonyl)piperazin-1-yl)pyridin-2-yl)imidazo[1,2-a]pyridin-2-amine